potassium gold chlorate Cl(=O)(=O)[O-].[Au+3].[K+].Cl(=O)(=O)[O-].Cl(=O)(=O)[O-].Cl(=O)(=O)[O-]